isopropyl 3-(3-methyl-5-oxo-4-((3-(pyrazin-2-yl)phenyl)carbamoyl)-4,5-dihydro-1H-pyrazol-1-yl)benzoate CC1=NN(C(C1C(NC1=CC(=CC=C1)C1=NC=CN=C1)=O)=O)C=1C=C(C(=O)OC(C)C)C=CC1